BrC1=C(C=C(C=C1)C1=CC=CC=C1)C 4-bromo-3-methyl-1,1'-biphenyl